FC1=C(CNC(=O)C=2C(C(=C3N4[C@@]5(C[C@@H](C24)O)CCCCN(C3=O)C5)O)=O)C=CC(=C1)F (6aR,8S)-N-(2,4-difluorobenzyl)-8,11-dihydroxy-1,10-dioxo-1,3,4,5,6,7,8,10-octahydro-2,6a-methano[1,4]diazonino[9,1,2-cd]indolizine-9-carboxamide